CIS-8-benzyl-8-(dimethylamino)-1,3-diazaspiro[4.5]decan-2-one C(C1=CC=CC=C1)C1(CCC2(CNC(N2)=O)CC1)N(C)C